ClC1=NC=CC=C1C=1C=NN(C1)CCC(C)C 2-chloro-3-(1-isopentyl-1H-pyrazol-4-yl)pyridine